6-chloro-5-(2,6-difluorophenyl)-7-methyl-1,3-dihydro-1,4-benzodiazepine-2-thione ClC1=C(C=CC2=C1C(=NCC(N2)=S)C2=C(C=CC=C2F)F)C